COC1=CC=C(C=C1)S(=O)(=NCC=1C=NN(C1)C1=CC=C(C=C1)C1=NOC(=N1)C(F)(F)F)C (4-methoxyphenyl)(methyl)(((1-(4-(5-(trifluoromethyl)-1,2,4-oxadiazol-3-yl)phenyl)-1H-pyrazol-4-yl)methyl)imino)-λ6-sulfanone